[Fe].[Re].[Ce] cerium-rhenium-iron